COCC(COC)(C1OCCC1)C 1,3-Dimethoxy-2-methyl-2-(2-tetrahydrofuryl)propane